C1N(CC2=CC=CC=C12)C1=CNC2=C(O1)C(=CC(=C2)C)C(C)NC2=C(C(=O)O)C=CC=C2 2-((1-(2-(Isoindolin-2-yl)-6-methyl-4H-benzo[b][1,4]oxazin-8-yl)ethyl)amino)benzoic acid